2,2,2-trifluoro-N-(4-fluoro-2-iodophenyl)acetamide FC(C(=O)NC1=C(C=C(C=C1)F)I)(F)F